1-(3-Benzyloxybenzyl)-1H-indazole-6-carboxylic acid hydroxyamide ONC(=O)C1=CC=C2C=NN(C2=C1)CC1=CC(=CC=C1)OCC1=CC=CC=C1